6-(benzyloxy)-8-fluoro-3,4-dihydro-2H-1,2λ6,3-benzoxathiazine-2,2-dione C(C1=CC=CC=C1)OC=1C=C(C2=C(CNS(O2)(=O)=O)C1)F